ClC=1C=2N(C=CN1)C(=CN2)C2=CC(=C(C=C2)OC)F 8-chloro-3-(3-fluoro-4-methoxyphenyl)imidazo[1,2-a]Pyrazine